C1CCNOCC1 Oxazepan